NCCC1CCN(CC1)C(=O)C1=C(C=C(C=C1)NC(=O)C=1N(C(=CN1)C1=C(C(=C(C=C1)OC)F)F)C)Cl N-(4-(4-(2-aminoethyl)piperidine-1-carbonyl)-3-chlorophenyl)-5-(2,3-difluoro-4-methoxyphenyl)-1-methyl-1H-imidazole-2-carboxamide